CN1C(OC2=C1C=CC(=C2)C2CC1CCC(C2)N1C(=O)OC(C)(C)C)=O tert-Butyl 3-(3-methyl-2-oxo-1,3-benzoxazol-6-yl)-8-azabicyclo[3.2.1]octane-8-carboxylate